C(C)(=O)N1C(/C(/NC(C1)=O)=C/C=1N=CNC1C1=CC=CC=C1)=O (Z)-1-acetyl-3-((5-phenyl-1H-imidazol-4-yl)methylene)piperazine-2,5-dione